mono1-hepten-3-ol maleate C(\C=C/C(=O)O)(=O)O.C=CC(CCCC)O